2-(4-acetylphenyl)-7,7-dimethyl-10-(3-methylisoxazol-4-yl)-5,12b-dihydro-1H,7H-chromeno[4,3-c][1,2,4]triazolo[1,2-a]pyridazine-1,3(2H)-dione C(C)(=O)C1=CC=C(C=C1)N1C(N2N(CC=C3C2C=2C=CC(=CC2OC3(C)C)C=3C(=NOC3)C)C1=O)=O